ClC1=CC=C(C=C1)C1=CC(N(C=C1C=1C=NN(C1)C1=C(C=CC=C1)S(=O)(=O)C)C)=O 4-(4-Chloro-phenyl)-5-[1-(2-methanesulfonyl-phenyl)-1H-pyrazol-4-yl]-1-methyl-1H-pyridin-2-one